(S)-(4,4-difluoroazepan-2-yl)methanol FC1(C[C@H](NCCC1)CO)F